N[C@H](CCC1=CC=CC=C1)NC([C@H](CC=1SC2=C(N1)C=CC(=C2)Cl)NC(CC)=O)=O (S)-N-((S)-1-amino-3-phenylpropan-1-yl)-3-(6-chlorobenzo[d]thiazol-2-yl)-2-propionamidopropanamide